(benzyloxy)ethoxylmethyl 1-piperidine-1-carboxylate N1(CCCCC1)C(=O)OCOCCOCC1=CC=CC=C1